ethoxymethylcarbamate C(C)OCNC([O-])=O